ClC=1N=C2C(=C(C=NC2=CC1)NC(=O)NC=1C=NC(=C(C1)Cl)N1N=C(N=C1)C)[C@H](C)OC (S)-N-(6-chloro-4-(1-methoxyethyl)-1,5-naphthyridin-3-yl)-N'-(5-chloro-6-(3-methyl-1H-1,2,4-triazol-1-yl)pyridin-3-yl)urea